C(CC(=O)N[C@@H](CSN=O)C(=O)NCC(=O)O)[C@@H](C(=O)O)N NITROSOGLUTATHIONE